Cl.C1(CC1)C1=CC(=C(C(=C1)C)NN)C (4-cyclopropyl-2,6-dimethylphenyl)hydrazine hydrochloride